Cl.C1(CC1)C1=NOC(=N1)C1=CC=C(C=C1)NC(C1=CC(=CC=C1)CN1CCS(CC1)(=O)=O)=O N-[4-(3-Cyclopropyl-1,2,4-oxadiazol-5-yl)phenyl]-3-[(1,1-dioxo-1,4-thiazinan-4-yl)methyl]benzamide HCl salt